N[C@@H](C)C=1N(C(C=2C(=CC=C3C2C1CCC3)OC)=O)C3=CC(=CC=C3)F (S)-3-(1-aminoethyl)-2-(3-fluorophenyl)-9-methoxy-2,4,5,6-tetrahydro-1H-benzo[de]isoquinolin-1-one